ClC1=C(C=C(C=C1)C#N)C=1C=C2C(=NNC2=CC1)NC(=O)[C@H]1CN(CCC1)C(=O)OC(C)OC(C(C)(C)C)=O 1-[(2,2-Dimethylpropanoyl)oxy]ethyl (3R)-3-{[5-(2-chloro-5-cyanophenyl)-1H-indazol-3-yl]carbamoyl}-piperidine-1-carboxylate